FC(OC[C@H]1OC2=CC=CC=C2[C@H](C1)NC(=O)C=1C=C2[C@@H](CCOC2=CC1)N1C(N[C@](CC1=O)(C)CC)=N)F (4R)-N-[(2S,4S)-2-(difluoromethoxymethyl)chroman-4-yl]-4-[(4R)-4-ethyl-2-imino-4-methyl-6-oxo-hexahydropyrimidin-1-yl]chromane-6-carboxamide